(3,4-epoxycyclohexyl)-ethyl-methyl-diethoxysilane C1(CC2C(CC1)O2)C(C)O[Si](OCC)(C)CC